FC=1C=C2C(=NC(=NC2=CC1)NC1=CC(=C(C=C1)F)Cl)C(F)(F)F 6-fluoro-N-(3-chloro-4-fluorophenyl)-4-trifluoromethylquinazolin-2-amine